(3S,4R)-3,4-dimethyl-L-glutamine C[C@H]([C@H](N)C(=O)O)[C@H](C(N)=O)C